2-(3-Hydroxybenzyl)-6-(3-methylisoxazol-4-yl)isoquinolin-1(2H)-one OC=1C=C(CN2C(C3=CC=C(C=C3C=C2)C=2C(=NOC2)C)=O)C=CC1